ClC=1C=C(C=C(C1)Cl)NC1N(C(=NC(=N1)N)N1CCOCC1)C1=CC=C(C=C1)OC N-(3,5-Dichlorophenyl)-N1-(4-methoxyphenyl)-6-morpholin-4-yl-[1,3,5]triazine-2,4-diamine